COC(=O)C1(CCC2(N(CC3=CC(=CC=C23)F)C[C@H](CO)C)CC1)NC1=C(C(=CC=C1)Cl)C 4-(3-chloro-2-methylanilino)-5'-fluoro-2'-[(2R)-3-hydroxy-2-methylpropyl]-2',3'-dihydrospiro[cyclohexane-1,1'-isoindole]-4-carboxylic acid methyl ester